O.Cl.N[C@@H]1CN(CC12CC2)C2=C(C=C1C(C(=CN(C1=C2OC)[C@H]2[C@H](C2)F)C(=O)O)=O)F (-)-7-[(7S)-7-amino-5-azaspiro[2.4]heptan-5-yl]-6-fluoro-1-[(1R,2S)-2-fluoro-1-cyclopropyl]-1,4-dihydro-8-methoxy-4-oxo-3-quinolinecarboxylic acid monohydrochloride monohydrate